(4-(difluoromethoxy)phenyl)pyrimidine-4,5-diamine FC(OC1=CC=C(C=C1)C1=NC=C(C(=N1)N)N)F